CN(C[C@@H](C)OC1=C2C(=NC=NC2=CC(=C1)N1S(CCC1)(=O)=O)NC=1C(=C2C=CC=NC2=CC1)F)C (R)-2-(5-((1-(dimethylamino)propan-2-yl)oxy)-4-((5-fluoroquinolin-6-yl)amino)quinazolin-7-yl)isothiazolidine 1,1-dioxide